2-butoxy-7-(4-(pyrrolidin-1-ylmethyl)benzyl)imidazo[2,1-f][1,2,4]triazin-4-amine C(CCC)OC1=NN2C(C(=N1)N)=NC=C2CC2=CC=C(C=C2)CN2CCCC2